6-oxa-2-azaspiro[3.4]octan C1NCC12COCC2